4-(3-(Dimethylamino)-3-(3-(trifluoromethyl)phenethyl)piperidin-1-yl)-2,6-difluoro-N-(pyrimidin-4-yl)benzenesulfonamide CN(C1(CN(CCC1)C1=CC(=C(C(=C1)F)S(=O)(=O)NC1=NC=NC=C1)F)CCC1=CC(=CC=C1)C(F)(F)F)C